(8aS)-2-[(4R)-4-methyl-2-(1-methylpyrazolo[3,4-b]pyridin-4-yl)-3,4-dihydro-1H-isoquinolin-6-yl]-1,5,6,7,8,8a-hexahydroimidazo[1,5-a]pyrazin-3-one C[C@H]1CN(CC2=CC=C(C=C12)N1C(N2[C@@H](CNCC2)C1)=O)C1=C2C(=NC=C1)N(N=C2)C